[N+](=O)([O-])C1=CC=C(C=C1)C1=NOC(O1)=O 3-(4-nitrophenyl)-1,4,2-dioxazol-5-one